[(1S)-2-[(3S)-3-[[5-(5-hydroxy-1-tetrahydropyran-2-yl-indazol-3-yl)-3-pyridyl]oxy]butoxy]-1-methyl-ethyl] methanesulfonate CS(=O)(=O)O[C@H](COCC[C@H](C)OC=1C=NC=C(C1)C1=NN(C2=CC=C(C=C12)O)C1OCCCC1)C